Methyl 5-ethyl-2-((pyrazolo[1,5-a]pyrimidine-3-carboxamido)methyl)benzofuran-7-carboxylate C(C)C=1C=C(C2=C(C=C(O2)CNC(=O)C=2C=NN3C2N=CC=C3)C1)C(=O)OC